(R)-2-(5-Isopropyl-2-methyl-8-oxothieno[2',3':4,5]pyrrolo[1,2-d][1,2,4]triazin-7(8H)-yl)-N-(6-oxopiperidin-3-yl)acetamid C(C)(C)C1=NN(C(C=2N1C1=C(C2)SC(=C1)C)=O)CC(=O)N[C@H]1CNC(CC1)=O